ClC1=CC=C(C(=N1)C1=CN(C(C=C1)=O)C)NC(C)C=1C=2C3=C(N(C(C2C=C(C1)C)=O)C)N(N=C3)C3CCN(CC3)C 9-[1-[[6-chloro-2-(1-methyl-6-oxo-3-pyridyl)-3-pyridyl]amino]ethyl]-4,7-dimethyl-3-(1-methyl-4-piperidyl)pyrazolo[3,4-c]isoquinolin-5-one